8-(tert-butyl) 3-(2-(trimethylsilyl)ethyl) (1S,2R,5R)-2-((Z)-prop-1-en-1-yl)-3,8-diazabicyclo[3.2.1]octane-3,8-dicarboxylate C(=C/C)/[C@@H]1[C@@H]2CC[C@H](CN1C(=O)OCC[Si](C)(C)C)N2C(=O)OC(C)(C)C